C(CCC)OC(CCCCCCC/C=C/C=C)OCCCC (3E)-12,12-dibutoxy-1,3-dodecadiene